iron dodecyl-(benzene) C(CCCCCCCCCCC)C1=CC=CC=C1.[Fe]